O[C@H]1[C@H](O)[C@@H](O)[C@H](O)[C@H](O1)CO β-D-glucopyranos